3,5-dimethyl-4-vinyl-1H-pyrrole-2-carboxylic acid CC1=C(NC(=C1C=C)C)C(=O)O